(2RS)-2-(6-bromo-7-fluoro-indazol-2-yl)-2-(6,7-dihydro-5H-pyrrolo[1,2-c]imidazol-1-yl)acetic acid ethyl ester C(C)OC([C@@H](C1=C2N(C=N1)CCC2)N2N=C1C(=C(C=CC1=C2)Br)F)=O |r|